1,2-bis[3-(4-hydroxy-3,5-di-tert-butylphenyl)propionyl]-hydrazine OC1=C(C=C(C=C1C(C)(C)C)CCC(=O)NNC(CCC1=CC(=C(C(=C1)C(C)(C)C)O)C(C)(C)C)=O)C(C)(C)C